C(#N)CC(CCCCCCCCCCC)SC(S)=S.C(SCC#N)(SCCCCCCCCCCCC)=S cyanomethyl dodecyl trithiocarbonate (cyanomethyl dodecyl trithiocarbonate)